C12COCC(CC1)N2C2=C(CN1CC3(CC1)CCN(CC3)C(=O)N3N=C(C=C3)NS(=O)(=O)C)C=CC(=C2)C(F)(F)F N-(1-(2-(2-(3-Oxa-8-azabicyclo[3.2.1]octan-8-yl)-4-(trifluoromethyl)benzyl)-2,8-diazaspiro[4.5]decane-8-carbonyl)-1H-pyrazol-3-yl)methanesulfonamide